4-benzyl-N-(1H-indol-3-yl)-3-oxo-3,4-dihydro-2H-thieno[3,2-b][1,4]thiazine-6-carboxamide C(C1=CC=CC=C1)N1C2=C(SCC1=O)C=C(S2)C(=O)NC2=CNC1=CC=CC=C21